2-bromo-5-chloropyrazine BrC1=NC=C(N=C1)Cl